C(C)(=O)OC[C@H]1O[C@H]([C@@H]([C@H]([C@H]1OC(C)=O)OC(C)=O)NC(C)=O)OCCOCCOCCOCC1=CC=CC=C1 [(2R,3R,4R,5R,6R)-5-acetamido-3,4-diacetoxy-6-[2-[2-(2-benzyloxyethoxy)ethoxy]-eth-oxy]tetrahydropyran-2-yl]methyl acetate